FC1=CC=C(OC2=CC(=CC(=N2)COC2CN(C2)C(=O)OC(C)(C)C)C(F)(F)F)C=C1 tert-Butyl 3-[[6-(4-fluorophenoxy)-4-(trifluoromethyl)-2-pyridyl]methoxy]azetidine-1-carboxylate